FC1=CC(=C(C(=C1)C(C)C)CC(=O)O)C(C)C 2-(4-fluoro-2,6-diisopropylphenyl)acetic acid